C(C=C)C=1C(=C(O)C=CC1C(C)(C)C1=CC=C(C=C1)O)CC=C diallyl-bisphenol-A